C1(CC1)C=1NC(=CN1)CCC(=O)N1C[C@@H](N(CC1)C1=CC(=CC(=C1)F)F)C (5S)-cyclopropyl-5-[3-[(3S)-4-(3,5-difluorophenyl)-3-methyl-piperazin-1-yl]-3-oxo-propyl]imidazole